The molecule is a 1D-myo-inositol pentakisphosphate compound with a diphosphate groups attached at the 4-position. It has a role as a Saccharomyces cerevisiae metabolite. It derives from a myo-inositol. [C@H]1([C@H](C([C@H]([C@H](C1OP(=O)(O)O)OP(=O)(O)O)OP(=O)(O)O)OP(=O)(O)OP(=O)(O)O)OP(=O)(O)O)OP(=O)(O)O